4-CHLORO-3-(TRIFLUOROMETHYL)BENZYLISOCYANIDE ClC1=C(C=C(C[N+]#[C-])C=C1)C(F)(F)F